FC1=CC=C(C=C1)C1=CC(=C(C=N1)CNC(OC(C)(C)C)=O)N1CCCC1 tert-butyl ((6-(4-fluorophenyl)-4-(pyrrolidin-1-yl)pyridin-3-yl)methyl)carbamate